3-Methyl-2-(methylamino)-1-phenylbutan-1-one CC(C(C(=O)C1=CC=CC=C1)NC)C